[Cl-].C[N+](C)(C)CCOC(C(=C)C)=O N,N,N-trimethyl-2-[(2-methyl-1-oxo-2-propen-1-yl)oxy]ethylammonium chloride